C(C)C1=C(C(=NN1C1=CC2=CC=CC=C2C=C1)C)C1=CC2=CC=CC=C2C=C1 5-ethyl-3-methyl-1,4-di(naphthalen-2-yl)-1H-pyrazole